1-(4,5-dichloro-2-hydroxybenzyl)piperidine-4,4-diol ClC1=CC(=C(CN2CCC(CC2)(O)O)C=C1Cl)O